1-(3-(4-methoxyphenyl)-1,2,4-oxadiazol-5-yl)-N-((1-(1-(tetrahydro-2H-pyran-4-yl)ethyl)pyrrolidin-3-yl)methyl)piperidine-4-carboxamide COC1=CC=C(C=C1)C1=NOC(=N1)N1CCC(CC1)C(=O)NCC1CN(CC1)C(C)C1CCOCC1